4,6-diaminoquinazoline NC1=NC=NC2=CC=C(C=C12)N